C1(CC1)CN1C=C(C=C(C1=O)C)C=1C=C(C=CC1OC1=C(C=C(C=C1)F)F)NS(=O)(=O)CC N-[3-[1-(cyclopropylmethyl)-5-methyl-6-oxopyridin-3-yl]-4-(2,4-difluorophenoxy)phenyl]ethanesulfonamide